N-[(4-cyclopropyl-3-fluorophenyl)(phenyl)methyl]-4-fluoro-1-[2-(2-oxopiperazin-1-yl)acetyl]pyrrolidine-2-carboxamide C1(CC1)C1=C(C=C(C=C1)C(NC(=O)C1N(CC(C1)F)C(CN1C(CNCC1)=O)=O)C1=CC=CC=C1)F